octafluoro-n-pentyl-1,1,2,2-tetrafluoroethyl ether FC(C(C(C(C(F)(F)OC(C(C(C(C(CC(F)(F)F)F)(F)F)(F)F)(F)F)(F)F)(F)F)(F)F)(F)F)CC(F)(F)F